4-chloro-5-[[dideuterio-[(3S)-tetrahydropyran-3-yl]methyl]amino]-2-[4-[ethyl-(5-fluoro-2-pyridyl)amino]phenyl]pyridazin-3-one ClC=1C(N(N=CC1NC([C@H]1COCCC1)([2H])[2H])C1=CC=C(C=C1)N(C1=NC=C(C=C1)F)CC)=O